1-(3-(((6-(3-fluoro-4-hydroxyphenyl)-1H-pyrazolo[3,4-d]pyrimidin-4-yl)oxy)methyl)-3-methylazetidin-1-yl)prop-2-en-1-one Sodium [Na].FC=1C=C(C=CC1O)C1=NC(=C2C(=N1)NN=C2)OCC2(CN(C2)C(C=C)=O)C